FC(F)OC(C(F)F)(F)F 1,1,2,2-tetrafluoroethyl difluoromethyl ether